3-[3-[5-fluoro-2-(4-piperidylamino)pyrimidin-4-yl]phenyl]-1,3-oxazinan-2-one FC=1C(=NC(=NC1)NC1CCNCC1)C=1C=C(C=CC1)N1C(OCCC1)=O